2-fluoro-4-(6-(1-methyl-2,3-dihydro-1H-pyrido[2,3-b][1,4]oxazin-6-yl)-3-((1-methylpiperidin-4-yl)methyl)-3H-imidazo[4,5-c]pyridin-7-yl)benzonitrile FC1=C(C#N)C=CC(=C1)C=1C2=C(C=NC1C=1C=CC3=C(OCCN3C)N1)N(C=N2)CC2CCN(CC2)C